5-(4-chlorophenoxy)-2-isopropyl-2,3-dihydro-1H-inden-1-one ClC1=CC=C(OC=2C=C3CC(C(C3=CC2)=O)C(C)C)C=C1